N-(1-(PIPERIDIN-3-YL)ETHYL)METHANESULFONAMIDE N1CC(CCC1)C(C)NS(=O)(=O)C